2-amino-5-bromo-3-(5-methyl-1H-indazol-4-yl)benzamide NC1=C(C(=O)N)C=C(C=C1C1=C2C=NNC2=CC=C1C)Br